(E)-1-[2-Hydroxy-4,6-bis(2-hydroxyethoxy)phenyl]-3-phenylprop-2-en-1-one OC1=C(C(=CC(=C1)OCCO)OCCO)C(\C=C\C1=CC=CC=C1)=O